1-(3-chloro-4-fluorophenyl)-3-(3-fluoro-5-(3-(pyrrolidin-1-yl)quinoxaline-6-carbonyl)phenyl)urea ClC=1C=C(C=CC1F)NC(=O)NC1=CC(=CC(=C1)C(=O)C=1C=C2N=C(C=NC2=CC1)N1CCCC1)F